C(C1=CC(=C(C(=C1)C)NC(=O)C1CCCCC1)C)C1=CC(=C(C(=C1)C)NC(=O)C1CCCCC1)C N,N'-[Methylenbis(2,6-dimethyl-4,1-phenylen)]bis[cyclohexan-carboxamid]